{1-{1-[(4-phenylcyclohexyl)carbonyl]piperidin-4-yl}-3-[4-(7H-pyrrolo[2,3-d]pyrimidin-4-yl)-1H-pyrazol-1-yl]azetidin-3-yl}acetonitrile C1(=CC=CC=C1)C1CCC(CC1)C(=O)N1CCC(CC1)N1CC(C1)(N1N=CC(=C1)C=1C2=C(N=CN1)NC=C2)CC#N